ClC1=C(C=CC=C1)CCC(C(=O)O)=O 4-(2-chlorophenyl)-2-oxobutanoic acid